1-(trans-3-(5-morpholinopyrimidin-2-ylamino)-4-(4-(trifluoromethyl)benzyloxy)pyrrolidin-1-yl)prop-2-en-1-one O1CCN(CC1)C=1C=NC(=NC1)N[C@@H]1CN(C[C@H]1OCC1=CC=C(C=C1)C(F)(F)F)C(C=C)=O